2-(2-((7-(3-(aminomethyl)phenyl)-2-(2-(2-(carboxymethyl)phenoxy)ethyl)benzofuran-5-yl)methoxy)phenyl)acetic acid NCC=1C=C(C=CC1)C1=CC(=CC=2C=C(OC21)CCOC2=C(C=CC=C2)CC(=O)O)COC2=C(C=CC=C2)CC(=O)O